N(C)[C@@H](CC1=CNC2=CC=CC=C12)C(=O)O L-abrine